N1(CCOCC1)CC1(CCCC1)NC(=O)C=1C=2C[C@@H]3[C@H](C2N(N1)C1=C(C=C(C=C1)F)F)C3 (1aR,5aR)-2-(2,4-Difluoro-phenyl)-1a,2,5,5a-tetrahydro-1H-2,3-diaza-cyclopropa[a]pentalene-4-carboxylic acid (1-morpholin-4-ylmethyl-cyclopentyl)-amide